C(C)(C)(C)OC(=O)N1C[C@@H]2C[C@H]([C@H](C1)O2)NC(=O)OC(C)(C)C (1S,5S,6R)-6-((tert-butoxycarbonyl)amino)-8-oxa-3-azabicyclo[3.2.1]octane-3-carboxylic acid tert-butyl ester